O1CC[C@H]2N(CC[C@H]21)C=2C=C(OCCC(CO)O)C=C(C2)N2N=C(C=C2)C2=CC(=CC=C2)OC 4-(3-((3aR,6aR)-hexahydro-4H-furo[3,2-b]pyrrol-4-yl)-5-(3-(3-methoxyphenyl)-1H-pyrazol-1-yl)phenoxy)butane-1,2-diol